CC=1C=NC=CC1CC1=CN=C(N1)[C@@H](O)C1=CN=CS1 |r| (rac)-(5-((3-methylpyridin-4-yl)methyl)-1H-imidazol-2-yl)(thiazol-5-yl)methanol